4-(6-cyano-1-methyl-1H-indol-4-yl)-2-((4-((2-(dimethylamino)ethyl)(methyl)amino)-2-Methoxy-5-nitrophenyl)amino)pyrimidine-5-carboxylic acid isopropyl ester C(C)(C)OC(=O)C=1C(=NC(=NC1)NC1=C(C=C(C(=C1)[N+](=O)[O-])N(C)CCN(C)C)OC)C1=C2C=CN(C2=CC(=C1)C#N)C